NCCC=1C=NC(=NC1)C1=C(C=C(C#N)C=C1)C(=O)C=1C=NN(C1)CC(C)C 4-[5-(2-aminoethyl)pyrimidin-2-yl]-3-[1-(2-methylpropyl)pyrazole-4-carbonyl]benzonitrile